5-amino-4-fluoro-N-(4-fluoro-5-(2-morpholinopyrimidin-5-yl)-2-(cis-3,4,5-trimethylpiperazin-1-yl)phenyl)-2-(trifluoromethyl)benzamide NC=1C(=CC(=C(C(=O)NC2=C(C=C(C(=C2)C=2C=NC(=NC2)N2CCOCC2)F)N2C[C@H](N([C@H](C2)C)C)C)C1)C(F)(F)F)F